CN(/C=C(/C(=O)C1=CC=C(C2=CC=CC=C12)OC)\C1=CC2=C(OCO2)C=C1)C (E)-3-(dimethylamino)-1-(4-methoxynaphthalen-1-yl)-2-(benzo[d][1,3]dioxol-5-yl)prop-2-en-1-one